Br[As](C1=CC(=C(C=C1)O)[N+](=O)[O-])C1=CC(=C(C=C1)O)[N+](=O)[O-] 4-[Bromo-(4-hydroxy-3-nitrophenyl)arsanyl]-2-nitrophenol